FC=1C=NN(C1)C1=CC=C(C=C1)[C@H](C)N (S)-1-(4-(4-fluoro-1H-pyrazol-1-yl)phenyl)ethan-1-amine